C(C)(C)(C)N(C(O)=O)CCCN1C(C(=CC=C1)CCN1C(C2=CC=CC=C2C1=O)=O)=O.N[C@@H](CO)C(=O)NCC(=O)N[C@@H](CS)C(=O)O N-seryl-glycyl-cysteine tert-butyl-(3-(3-(2-(1,3-dioxoisoindolin-2-yl)ethyl)-2-oxopyridin-1(2H)-yl)propyl)carbamate